C1=CC=C(C=C1)C2(C3=C(C4=CC=CC=C42)C(=CC=C3)Br)C5=CC=CC=C5 4-bromo-9,9'-diphenylfluorene